2-(piperazin-1-yl)ethan N1(CCNCC1)CC